ClCCCCC(=O)NC=1C=C2C=CC=NC2=CC1 5-chloro-N-(quinolin-6-yl)pentanamide